FC=1C(=C(C=CC1)C=1C=C2C(=NC1)N(C(N2)=O)[C@H](CS(=O)(=O)C)C2=NC(=C(C=C2)OC)OCC)C (S)-6-(3-fluoro-2-methylphenyl)-3-(1-(6-ethoxy-5-methoxypyridin-2-yl)-2-(methylsulfonyl)ethyl)-1H-imidazo[4,5-b]pyridin-2(3H)-one